O=C1NC(CCC1N1C(C2=CC=C(C=C2C1=O)OC1CN(CCC1)CC1CCN(CC1)CC=1C=C(OCCN2C=CC3=CC=C(C=C23)C(=O)NO)C=CC1)=O)=O 1-(2-(3-((4-((3-((2-(2,6-dioxopiperidin-3-yl)-1,3-dioxoisoindolin-5-yl)oxy)piperidin-1-yl)methyl)piperidin-1-yl)methyl)phenoxy)ethyl)-N-hydroxy-1H-indole-6-carboxamide